NC=1C(=NC(=CN1)C1=CC(=C(C=C1)C1CCOCC1)CN(C)C)C1=CC=C2C(NC(=NC2=C1)C)=O 7-(3-amino-6-(3-((dimethylamino)methyl)-4-(tetrahydro-2H-pyran-4-yl)phenyl)pyrazin-2-yl)-2-methylquinazolin-4(3H)-one